NC1=C2C(N(C(=NC2=C(C=C1)F)C)[C@@H]1[C@H](CC1)C1=CC=CC=C1)=O 5-amino-8-fluoro-2-methyl-3-((1S,2R)-2-phenylcyclobutyl)quinazolin-4(3H)-one